N,N'-bis(trimethylsilyl)carbodiimide C[Si](N=C=N[Si](C)(C)C)(C)C